CC(C)N1N=CC=2C=NC(=CC21)NC2=NC(=NC(=C2)N2CCCC2)N2CCN(CC2)C(=O)C=2SC=CC2 {4-[4-{[1-(propan-2-yl)-1H-pyrazolo[4,3-c]pyridin-6-yl]amino}-6-(pyrrolidin-1-yl)pyrimidin-2-yl]piperazin-1-yl}(thiophen-2-yl)methanone